FC(C=1C=C(C=CC1)C(CO)C)(F)F 2-[3-(trifluoromethyl)phenyl]propan-1-ol